C(C)SC=1OC2=C(C=C(C=C2C(C1)=O)C)C(C)NC1=C(C(=O)OC)C=CC=C1 Methyl 2-((1-(2-(ethylthio)-6-methyl-4-oxo-4H-chromen-8-yl)ethyl)amino)benzoate